8-Methoxy-N-(3-Methoxy-5-(4-Methylthiophen-2-yl)phenyl)quinolin-4-amine COC=1C=CC=C2C(=CC=NC12)NC1=CC(=CC(=C1)C=1SC=C(C1)C)OC